methyl 2-acetyl-5-(3,6-dihydro-2H-pyran-4-yl)-1-methyl-6-oxo-pyridine-3-carboxylate C(C)(=O)C=1N(C(C(=CC1C(=O)OC)C=1CCOCC1)=O)C